N(N)C(OCC1(COCC1)C)=S O-((3-methyltetrahydrofuran-3-yl)methyl) hydrazinecarbothioate